16-fluoro-3-(2-fluoroethyl)-19-methyl-20-oxa-3,4,8,11,23-pentaazapentacyclo[19.3.1.02,6.08,12.013,18]pentacosa-1(24),2(6),4,9,11,13,15,17,21(25),22-decaen-22-amine FC1=CC=C2C3=NC=CN3CC=3C=NN(C3C3=CN=C(C(OC(C2=C1)C)=C3)N)CCF